4-(1-(2-methyl-2,3-dihydro-1H-inden-4-yl)ethyl)-1H-imidazole CC1CC2=CC=CC(=C2C1)C(C)C=1N=CNC1